C1(=CC=C(C=C1)CC1=CC(=CC=C1)CN=C=N)CC1=CC(=CC=C1)CN=C=N p-phenylene-bis(2,6-xylylenecarbodiimide)